beta-homomethionine N[C@@H](CCSC)CC(=O)O